(R)-1-(2,5-difluoropyridin-3-yl)ethyl (1-methyl-4-(5-(2,3,6-trifluoro-isonicotinamido) pyridin-2-yl)-1H-1,2,3-triazol-5-yl)carbamate CN1N=NC(=C1NC(O[C@H](C)C=1C(=NC=C(C1)F)F)=O)C1=NC=C(C=C1)NC(C1=C(C(=NC(=C1)F)F)F)=O